C[Si](C)(C)C#CC1=NC(=NC(=N1)C#C[Si](C)(C)C)C#C[Si](C)(C)C 2,4,6-tris((trimethylsilyl)ethynyl)-1,3,5-triazine